3,6,12,15,18-pentaazatetracosan-24-oate CCNCCNCCCCCNCCNCCNCCCCCC(=O)[O-]